N(=[N+]=[N-])C(C1=CN=C(C2=CN=C(C=C12)Cl)O[C@H](C)C[C@@H](C)S(=O)(=O)C)C1CC1 4-(Azido(cyclopropyl)methyl)-6-chloro-1-(((2R,4R)-4-(methylsulfonyl)pentan-2-yl)oxy)-2,7-naphthyridine